2-(4-cyano-3-fluorophenyl)-3-(3,3-difluoro-1-methyl-2-oxoindol-5-yl)isonicotinonitrile C(#N)C1=C(C=C(C=C1)C=1C(=C(C#N)C=CN1)C=1C=C2C(C(N(C2=CC1)C)=O)(F)F)F